(1R,2S,3R,5R)-3-(4-amino-5-(4-benzylthiazol-2-yl)-7H-pyrrolo[2,3-d]pyrimidin-7-yl)-5-(piperidin-4-yl)cyclopentane-1,2-diol NC=1C2=C(N=CN1)N(C=C2C=2SC=C(N2)CC2=CC=CC=C2)[C@H]2[C@@H]([C@@H]([C@H](C2)C2CCNCC2)O)O